CN1C(C(=NC2=CC(=C(C=C12)C)C)C(=O)N)=O 4,6,7-trimethyl-3-oxo-3,4-dihydroquinoxaline-2-carboxamide